C1=CC(=CC=2C3=CC=CC=C3C12)C1=NC(=NC(=N1)C1=CC=2C(C3=CC=CC=C3C2C=C1)(C)C)C=1C=C(C=CC1)C1=CC=C(C=C1)C1=CC=CC=C1 2-(biphenylen-3-yl)-4-(9,9-dimethylfluoren-2-yl)-6-(4'-phenyl-1,1'-biphenyl-3-yl)-1,3,5-triazine